COC=1C=C2C(=NC=NC2=CC1OC)OC1=CC(=C(C(=C1)F)C(C(=O)NC1=C(C=CC=C1)N1CCN(CC1)C)=O)F 2-(4-((6,7-dimethoxyquinazolin-4-yl)oxy)-2,6-difluorophenyl)-N-(2-(4-methylpiperazin-1-yl)phenyl)-2-oxoacetamide